6-(3-isopropyl-4-methyl-5-(1-(2-(methylsulfonyl)ethyl)piperidin-4-yl)-1H-pyrrolo[2,3-c]pyridin-2-yl)-8-methoxy-[1,2,4]triazolo[1,5-a]pyridine C(C)(C)C1=C(NC2=CN=C(C(=C21)C)C2CCN(CC2)CCS(=O)(=O)C)C=2C=C(C=1N(C2)N=CN1)OC